ClC1=CC=C(C=C1)[C@H](CC1=NC(=NC(=N1)N[C@@H](CO)CC(C)C)NS(=O)(=O)C)C |o1:7| N-(4-((S*)-2-(4-Chlorophenyl)propyl)-6-(((R)-1-hydroxy-4-methylpentan-2-yl)amino)-1,3,5-triazin-2-yl)methanesulfonamide